ClC=1C(=CC(=NC1)NC([C@H](C)C1=NC(=CC=C1)C#N)=O)C1=C2N(N=C1)CC(C2)(C)C (R)-N-(5-chloro-4-(5,5-dimethyl-5,6-dihydro-4H-pyrrolo[1,2-b]pyrazol-3-yl)pyridin-2-yl)-2-(6-cyanopyridin-2-yl)propanamide